FC=1C=C(C=CC1C(NOCCN1CCN(CC1)C)=O)N\C(=C\1/C(NC2=CC(=C(C=C12)C)C(=O)OC)=O)\C1=CC=CC=C1 (Z)-Methyl 3-(((3-fluoro-4-((2-(4-methylpiperazin-1-yl)ethoxy)carbamoyl)phenyl)amino)(phenyl)methylene)-5-methyl-2-oxoindoline-6-carboxylate